Cl.O1C(=CC2=C1C=CC=C2)C2CCNCC2 4-(benzofuran-2-yl)piperidine hydrochloride